Ethyl 2-(2-fluoro-3-methoxyphenyl)pyrazolo[1,5-a]pyrimidine-3-carboxylate FC1=C(C=CC=C1OC)C1=NN2C(N=CC=C2)=C1C(=O)OCC